1-(3-(3-(trifluoromethyl)phenyl)imidazo[1,2-b]pyridazin-6-yl)azepan-4-ol iridium [Ir].FC(C=1C=C(C=CC1)C1=CN=C2N1N=C(C=C2)N2CCC(CCC2)O)(F)F